bismuth telluride lead [Pb].[Bi]=[Te]